(R)-N5-(3,4-Difluorophenyl)-6-methyl-N3-((R)-1,1,1-trifluoropropan-2-yl)-6,7-dihydropyrazolo[1,5-a]pyrazine-3,5(4H)-dicarboxamide FC=1C=C(C=CC1F)NC(=O)N1CC=2N(C[C@H]1C)N=CC2C(=O)N[C@@H](C(F)(F)F)C